C(#C)C=1C=C(C=CC1)S(=O)(=O)C1N(CCNC1)C1=C(C=NC=C1)C1(C=CC=2N(C1)N=CC2C#N)OCC(C)(C)O 6-(4-(((3-ethynylphenyl)sulfonyl)piperazin-1-yl)pyridin-3-yl)-6-(2-hydroxy-2-methylpropoxy)pyrazolo[1,5-a]pyridine-3-carbonitrile